O=C1NC(CCC1N1C(N(C2=C1C=CC(=C2)C#CCCCOC2CCN(CC2)C(=O)OC(C)(C)C)C)=O)=O tert-butyl 4-[5-[1-(2,6-dioxo-3-piperidyl)-3-methyl-2-oxo-benzimidazol-5-yl]pent-4-ynoxy]piperidine-1-carboxylate